FC1(NC(C=2C1=NC(=CC2)NC2=NC=C(C(=C2)N[C@H](CO)C2=CC=CC=C2)C2=NC(=NO2)C(C)(C)O)=O)F (S)-7,7-difluoro-2-((4-((2-hydroxy-1-phenylethyl)amino)-5-(3-(2-hydroxypropan-2-yl)-1,2,4-oxadiazol-5-yl)pyridin-2-yl)amino)-6,7-dihydro-5H-pyrrolo[3,4-b]pyridin-5-one